NC=1SC2=C(C(N(N=C2C2=CC=C(C=C2)Cl)CCC2=CC=CC=C2)=O)N1 2-amino-7-(4-chlorophenyl)-5-(2-phenylethyl)thiazolo[4,5-d]pyridazin-4-one